3-((3-chloropropyl)sulfonyl)phenol ClCCCS(=O)(=O)C=1C=C(C=CC1)O